cis-2-[(pyridin-2-yl)-amino]cyclobutane-1-carboxylic acid N1=C(C=CC=C1)N[C@@H]1[C@@H](CC1)C(=O)O